N-octyl-3,4-dihydroisoquinolinium p-toluenesulfonate CC1=CC=C(C=C1)S(=O)(=O)[O-].C(CCCCCCC)[N+]1=CC2=CC=CC=C2CC1